NC1=NC=NN2C1=C(C=C2[C@@H]2CC[C@@H](CC2)C#N)C2=CC=C(C=C2)C2=C(C(N(C=C2)C2=CC=C(C=C2)F)=O)C(=O)N {4-[4-amino-7-(cis-4-cyanocyclohexyl)pyrrolo[2,1-f][1,2,4]triazin-5-yl]phenyl}-1-(4-fluorophenyl)-2-oxo-1,2-dihydropyridine-3-carboxamide